(S)-5-(2-amino-[1,2,4]triazolo[1,5-a]pyridin-7-yl)-N-(3-(4-chlorophenyl)-3-hydroxypropyl)-4-fluoro-2-methylbenzamide NC1=NN2C(C=C(C=C2)C=2C(=CC(=C(C(=O)NCC[C@H](O)C3=CC=C(C=C3)Cl)C2)C)F)=N1